FC1(CCC(CC1)NC1=NC(=NC(=C1)OC1CC(C1)=O)N1N=C(C=C1)C(=O)OCC)F ethyl 1-(4-((4,4-difluorocyclohexyl)amino)-6-(3-oxocyclobutoxy) pyrimidin-2-yl)-1H-pyrazole-3-carboxylate